Bis[2,2,2-trifluoroethyl] 2-fluoromalonate FC(C(=O)OCC(F)(F)F)C(=O)OCC(F)(F)F